ClC1=C2C(=C[C@@]3(CCC=4C(=NC(=NC4C3)OCC3CCC4CCCN34)N3C[C@@H](N(CC3)C(C(=C)F)=O)CC#N)C2=CC=C1)C 2-((2S)-4-((1S)-4-chloro-2'-((hexahydro-1H-pyrrolizin-3-yl)methoxy)-3-methyl-5',8'-dihydro-6'H-spiro[indene-1,7'-quinazolin]-4'-yl)-1-(2-fluoroacryloyl)piperazin-2-yl)acetonitrile